ClC1=C(C#N)C=CC(=C1)N1CC2(C[C@@H]1C)CCN(CC2)C2=CC=C(C=C2)C(=O)N2CC(C2)CN2CCN(CC2)C2=CC(=CC=C2)NC2C(NC(CC2)=O)=O 2-Chloro-4-((3S)-8-(4-(3-((4-(3-((2,6-dioxopiperidin-3-yl)amino)phenyl)piperazin-1-yl)methyl)azetidine-1-carbonyl)phenyl)-3-methyl-2,8-diazaspiro[4.5]decan-2-yl)benzonitrile